Cl.COC=1C=CC(=NC1)NC(=O)C1CNC1 N-(5-methoxypyridin-2-yl)azetidine-3-carboxamide hydrochloride